2-(undecan-2-yl)thiazolidine-4-carboxylate CC(CCCCCCCCC)C1SCC(N1)C(=O)[O-]